C(C1=CC=CC=C1)OC1CC2(COC(C3=C(C=CC=C23)F)C)CCC1 3-(benzyloxy)-8'-fluoro-1'-methyl-spiro[cyclohexane-1,4'-isochromane]